FC1=CC=C(C=C1)[C@H](CCN1C(CC1C1=CC=C(C=C1)O)=O)O (3S)-3-(4-fluorophenyl)-3-hydroxypropyl-4-(4-hydroxyphenyl)azetidin-2-one